3-trifluoromethyl-phenethylamine hydroiodic acid salt I.FC(C=1C=C(CCN)C=CC1)(F)F